n-benzyl-[2-(pyrimidin-4-yl)amino]thiazole-4-carboxamide C1=CC=C(C=C1)CNC(=O)C2=CSC(=N2)NC3=NC=NC=C3